8-Bromo-6-(bromomethyl)-2,3-dihydrochromen-4-one BrC=1C=C(C=C2C(CCOC12)=O)CBr